(R)-8-hydroxy-3,5-dimethyl-7-(morpholine-4-carbonyl)isochroman-1-one OC=1C(=CC(=C2C[C@H](OC(C12)=O)C)C)C(=O)N1CCOCC1